CN1[C@@](CCC1)(C)CO (R)-(1,2-dimethylpyrrolidin-2-yl)methanol